NCC=1N=C2N(C=C(C=C2N2C(N(C(C2)=O)C)=O)C2CC2)C1 1-(2-(aminomethyl)-6-cyclopropylimidazo[1,2-a]pyridin-8-yl)-3-methylimidazolidine-2,4-dione